(S)-N-(5-methyl-4-oxo-2,3,4,5-tetrahydropyrido[3,2-b][1,4]oxazepin-3-yl)-5-(1-phenylcyclopropyl)-1H-imidazole-2-carboxamide CN1C2=C(OC[C@@H](C1=O)NC(=O)C=1NC(=CN1)C1(CC1)C1=CC=CC=C1)C=CC=N2